(4-ETHYLPHENYL)SULFAMIC ACID C(C)C1=CC=C(C=C1)NS(O)(=O)=O